tertiary butyl-pyridine copper [Cu].C(C)(C)(C)C1=NC=CC=C1